3-(4-((S)-7-(((R)-6-(2-chloro-4-fluorophenyl)-5-(methoxycarbonyl)-2-(thiazol-2-yl)-3,6-dihydropyrimidin-4-yl)methyl)-3-oxo-hexahydroimidazo[1,5-a]pyrazin-2(3H)-yl)phenyl)propanoic acid ClC1=C(C=CC(=C1)F)[C@H]1C(=C(NC(=N1)C=1SC=CN1)CN1C[C@@H]2N(CC1)C(N(C2)C2=CC=C(C=C2)CCC(=O)O)=O)C(=O)OC